C12(CC3CC(CC(C1)C3)C2)C2=NOC(=N2)CC(C(=O)O)=C 2-((3-(adamantan-1-yl)-1,2,4-oxadiazol-5-yl)methyl)acrylic acid